N-(3-amino-4-chloro-2-fluorophenyl)propane-1-sulfonamide NC=1C(=C(C=CC1Cl)NS(=O)(=O)CCC)F